2-(((2R,7aS)-2-fluorohexahydro-1H-pyrrolizin-7a-yl)methoxy)-5,6,7,8-tetrahydropyrido[3,4-d]pyrimidin-4-yl 4-methylbenzenesulfonate CC1=CC=C(C=C1)S(=O)(=O)OC=1C2=C(N=C(N1)OC[C@]13CCCN3C[C@@H](C1)F)CNCC2